(3R,12bS)-3-ethyl-8-methoxy-12-tosyl-3,4,6,7,12,12b-hexahydroindolo[2,3-a]quinolizin C(C)[C@H]1CN2CCC3=C([C@@H]2C=C1)N(C1=CC=CC(=C13)OC)S(=O)(=O)C1=CC=C(C)C=C1